O[C@H](C1=CC(=C(N=N1)C1=C(C=C(C=C1)C(F)(F)F)O)C)[C@@H]1CN(CCC1)C 2-(6-((S)-hydroxy((S)-1-methylpiperidin-3-yl)methyl)-4-methylpyridazin-3-yl)-5-(trifluoromethyl)phenol